N-(3-chloro-5-(methylsulfonamido)phenyl)-4-(5-(3,3-difluoropyrrolidin-1-yl)pyridin-2-yl)-5-methylthiophene-2-carboxamide ClC=1C=C(C=C(C1)NS(=O)(=O)C)NC(=O)C=1SC(=C(C1)C1=NC=C(C=C1)N1CC(CC1)(F)F)C